C1(C(C(C(C(C1OP(=O)(O)O)OP(=O)(O)O)OP(=O)(O)O)OP(=O)(O)O)OP(=O)(O)O)O myo-inositol 1,3,4,5,6-pentakisphosphate